COC(=O)C1=C(C=NC=C1)NC[C@@H]1CCCC2=CC(=CC=C12)N(C)C1=CC(=CC=C1)OC 3-({[(1R)-6-[(3-methoxyphenyl)(methyl)amino]-1,2,3,4-tetrahydronaphthalen-1-yl]methyl}amino)pyridine-4-carboxylic acid methyl ester